7-fluoro-5-isopropyl-3,3-dimethyl-2,3-dihydrobenzofuran-4-ol FC=1C=C(C(=C2C(COC21)(C)C)O)C(C)C